(R)-4-(2-hydroxypropoxy)-2-nitrophenol O[C@@H](COC1=CC(=C(C=C1)O)[N+](=O)[O-])C